BrC=1C=CC(=C(OCCN(C)C)C1)F 2-(5-bromo-2-fluorophenoxy)-N,N-dimethylethan-1-amine